C(C)(C)C1=C(C=CC=C1)NC(=O)N (2-isopropylphenyl)urea